COC1=CC=C(C=C1)C1=NN2C(=NC3=C(C2=N1)C=CN=C3)N[C@H]3C(NCCCC3)=O (3R)-3-{[2-(4-methoxyphenyl)pyrido[4,3-e][1,2,4]triazolo[1,5-c]pyrimidin-5-yl]amino}azepan-2-one